1-octyl-4-methylpyridinium bromide salt [Br-].C(CCCCCCC)[N+]1=CC=C(C=C1)C